O1CC(OC2=C1C=CC=C2)CNC(=O)C2(CC1=CC=CC=C1C2)CC(=O)O 2-[2-(2,3-dihydro-1,4-benzodioxin-3-ylmethyl-carbamoyl)indan-2-yl]acetic acid